[Br].CN1CN(C=C1)CC 1-methyl-3-ethyl-imidazole bromine salt